C(N)(OC1(CCN(CC1)C1=NC=C(N=C1)SC1=C(C(=CC=C1)NC1CNC1)Cl)C)=O (1-(5-((3-(azetidin-3-ylamino)-2-chlorophenyl) thio) pyrazin-2-yl)-4-methylpiperidin-4-yl) carbamate